(S)-N-(1-(5-(4-fluorobenzoyl)-2-((5-(4-methylpiperazin-1-yl)pyridin-2-yl)amino)-7H-pyrrolo[2,3-d]pyrimidin-4-yl)piperidin-3-yl)cyclopropanesulphonamide FC1=CC=C(C(=O)C2=CNC=3N=C(N=C(C32)N3C[C@H](CCC3)NS(=O)(=O)C3CC3)NC3=NC=C(C=C3)N3CCN(CC3)C)C=C1